N-[(1S)-1-[[(1S)-1-cyano-2-[(3S)-2-oxopyrrolidin-3-yl]ethyl]carbamoyl]-3-methyl-butyl]-4-ethoxy-1H-indole-2-carboxamide C(#N)[C@H](C[C@H]1C(NCC1)=O)NC(=O)[C@H](CC(C)C)NC(=O)C=1NC2=CC=CC(=C2C1)OCC